(3-aminopyridin-2-yl)propanol ethyl-2-(4-(4-(5-fluoroisoindoline-2-carboxamido)phenyl)piperidin-1-yl)-2-oxoacetate C(C)C1N(CCC(C1)C1=CC=C(C=C1)NC(=O)N1CC2=CC=C(C=C2C1)F)C(C(=O)OC(CC)C1=NC=CC=C1N)=O